ClC1=CC=C2C(=CC(=NC2=C1Cl)N1[C@@H]([C@H](CC1)OC)C(=O)OC)N1C=NC=C1 methyl (2S,3S)-1-(7,8-dichloro-4-(1H-imidazol-1-yl)quinolin-2-yl)-3-methoxypyrrolidine-2-carboxylate